2-(1-benzyl-4-ethyl-3,6-dihydro-2H-pyridin-5-yl)-5-(4-methoxy-3-methyl-phenyl)oxazole C(C1=CC=CC=C1)N1CCC(=C(C1)C=1OC(=CN1)C1=CC(=C(C=C1)OC)C)CC